C(CCCCCCCCCCC\C=C/CCCCCCCC)[N-]CCCCCCCCCCCCCCCCCC N-erucyl-stearylamide